oxazine-3-carboxylic acid O1NC(=CC=C1)C(=O)O